CS(=O)(=O)C1=CC=C(C=C1)C=1NC=C(N1)C=1C=C(C=CC1)C 2-(4-(methylsulfonyl)phenyl)-4(s)-(m-tolyl)-1H-imidazol